BrC1=C(C=NN(C1=O)C)N[C@@H]1C[C@@H](CN(C1)C)C1=CC=C(C(=O)N2CCC3(CC2)CCN(CC3)C3=CC=C2C(=NN(C2=C3)C)C3C(NC(CC3)=O)=O)C=C1 3-[6-[3-[4-[(3R,5R)-5-[(5-bromo-1-methyl-6-oxo-pyridazin-4-yl)amino]-1-methyl-3-piperidyl]benzoyl]-3,9-diazaspiro[5.5]undecan-9-yl]-1-methyl-indazol-3-yl]piperidine-2,6-dione